ClC1=C(C(=CC=C1)Cl)C=1C(C2=C(N=C(N=C2)NC2=CC=C(C=C2)N2CCN(CC2)C)N(C1)CC1=CC=NC=C1)=O 6-(2,6-dichlorophenyl)-2-{[4-(4-methylpiperazin-1-yl)phenyl]amino}-8-(pyridin-4-ylmethyl)pyrido[2,3-d]pyrimidin-5(8H)-one